N=1NC=C2NC(NC(C21)=O)=O 2,4-dihydro-5H-pyrazolo[4,3-d]pyrimidine-5,7(6H)-dione